N-[6-[5-(difluoromethyl)-1,2,4-oxadiazol-3-yl]-2,3-dihydro-1-benzofuran-3-yl]-1-methyl-1H-pyrazole-5-carboxamide FC(C1=NC(=NO1)C1=CC2=C(C(CO2)NC(=O)C2=CC=NN2C)C=C1)F